N-(3-{[(5Z)-5-[(4-fluoro-3-hydroxyphenyl)methylidene]-2,4-dioxo-1,3-thiazolidin-3-yl]methyl}phenyl)methanesulfonamide FC1=C(C=C(C=C1)\C=C/1\C(N(C(S1)=O)CC=1C=C(C=CC1)NS(=O)(=O)C)=O)O